FC=1C=C(C=C(C1)F)[C@@H]1C[C@@H](C=2N1N=C(N2)[S@@](=O)CF)F (5S,7S)-5-(3,5-difluorophenyl)-7-fluoro-2-((R)-(fluoromethyl)sulfinyl)-6,7-dihydro-5H-pyrrolo[1,2-b][1,2,4]triazole